C(C1=CC=CC=C1)NC(=O)C12NCC3C(C1N(CC2C3)CC3CCCCC3)CC3=CC=CC=C3 N,7-dibenzyl-1-cyclohexylmethyl-octahydro-3aH-3,6-methanopyrrolo[3,2-b]Pyridine-3a-carboxamide